N(=[N+]=[N-])CC(C1=NC=CC=C1)NC(OC(C)(C)C)=O tert-butyl N-[2-azido-1-(2-pyridyl)ethyl]carbamate